S(=O)(O)[O-].[Li+] Lithium hydrogensulfit